diisooctyl-2,3-dichloro-maleic acid C(CCCCC(C)C)OC(\C(=C(/C(=O)OCCCCCC(C)C)\Cl)\Cl)=O